2-fluoro-5-(((1-oxo-7,8-dihydro-1H,6H,9H-6,8a-ethanopyrrolo[1',2':3,4]imidazo[1,2-c]pyrimidin-3-yl)oxy)methyl)benzonitrile FC1=C(C#N)C=C(C=C1)COC=1C=C2N(C(N1)=O)CC13N2C(CC1)CC3